N-(1-methyl-1H-imidazol-4-yl)-2-(4-methylpiperazin-1-yl)pyrrolo[2,1-f][1,2,4]triazin-4-amine CN1C=NC(=C1)NC1=NC(=NN2C1=CC=C2)N2CCN(CC2)C